2-chloro-6-phenyl-4-(phenyl-d5)pyridine ClC1=NC(=CC(=C1)C1=C(C(=C(C(=C1[2H])[2H])[2H])[2H])[2H])C1=CC=CC=C1